C(C)O/C=C/C1=NC(=NC=N1)N1CC(OCC1)C=1C=NNC1 4-[4-[(E)-2-ethoxyvinyl]-1,3,5-triazin-2-yl]-2-(1H-pyrazol-4-yl)morpholine